OC=1C(=CC(=C2C=CC=NC12)C)C(NC(CCC)=O)C1=CC2=C(NC(O2)=O)C=C1 N-((8-hydroxy-5-methylquinolin-7-yl)(2-oxo-2,3-dihydrobenzo[d]oxazol-6-yl)methyl)butyramide